1-(2-fluoro-4-((3-methyl-1H-pyrrolo[2,3-b]pyridin-4-yl)oxy)phenyl)-3-(6-((1-methylpiperidin-4-yl)oxy)-5-(trifluoromethyl)pyridin-3-yl)urea FC1=C(C=CC(=C1)OC1=C2C(=NC=C1)NC=C2C)NC(=O)NC=2C=NC(=C(C2)C(F)(F)F)OC2CCN(CC2)C